NC1=CN=C2N(C1=O)[C@@H](CC2)C(=O)NCC=2C=CC(=NC2C)NC(OC(C)(C)C)=O tert-butyl (S)-(5-((3-amino-4-oxo-4,6,7,8-tetrahydro-pyrrolo[1,2-a]pyrimidine-6-carboxamido)methyl)-6-methylpyridin-2-yl)carbamate